[(3R,5R)-5-methylpiperidin-3-yl]methanol hydrochloride Cl.C[C@@H]1C[C@H](CNC1)CO